(1-(6-chloro-3,5-dicyano-4-ethylpyridin-2-yl)-4-methylpiperidin-4-yl)carbamic acid tert-butyl ester C(C)(C)(C)OC(NC1(CCN(CC1)C1=NC(=C(C(=C1C#N)CC)C#N)Cl)C)=O